2-(2-hydroxy-4,5-dimethoxyphenyl)-3H-naphtho[2,1-b]pyran OC1=C(C=C(C(=C1)OC)OC)C1=CC2=C(OC1)C=CC1=CC=CC=C12